C1(CC1)C=1C(=C(C=CC1)S(=O)(=O)C=1C(=NC(=NC1)C)C(=O)NCC(F)(F)C1=C(C=C(C=C1)C)C)F 5-[S-(3-cyclopropyl-2-fluorophenyl)sulfonyl]-N-[2-(2,4-dimethylphenyl)-2,2-difluoroethyl]-2-methylpyrimidine-4-carboxamide